FC(C(=O)O)(F)F.C(C)C1=C2C=CC(=CC2=CC=C1F)O 5-ethyl-6-fluoronaphthalene-2-ol trifluoroacetate